O=C1NC(CC[C@@H]1N1C(C2=CC=C(C=C2C1)C1=NC=CC(=C1)CN1CC(C1)N(C(C1=CC=CC=C1)=O)C)=O)=O (S)-N-(1-((2-(2-(2,6-dioxopiperidin-3-yl)-1-oxoisoindolin-5-yl)pyridin-4-yl)methyl)azetidin-3-yl)-N-methylbenzamide